FC=1C(=C(C=CC1B1OC(C(O1)(C)C)(C)C)[C@@H](C)NC(OC(C)(C)C)=O)C tert-butyl (R)-(1-(3-fluoro-2-methyl-4-(4,4,5,5-tetramethyl-1,3,2-dioxaborolan-2-yl)phenyl)ethyl)carbamate